tert-butyl 3-oxo-4-[7-(2-trimethylsilylethoxymethyl)pyrrolo[2,3-d]pyrimidin-5-yl]piperazine-1-carboxylate O=C1CN(CCN1C1=CN(C=2N=CN=CC21)COCC[Si](C)(C)C)C(=O)OC(C)(C)C